methyl 4-(bis(4-methoxybenzyl)amino)-1-(2,6-dimethyl-4-(2-oxoethyl)phenyl)-6-oxo-1,6-dihydropyrimidine-5-carboxylate COC1=CC=C(CN(C=2N=CN(C(C2C(=O)OC)=O)C2=C(C=C(C=C2C)CC=O)C)CC2=CC=C(C=C2)OC)C=C1